N1C=NC(=C1)C1=NC2=C(N1)C=CC(=C2)N 2-(1H-imidazol-4-yl)-1H-benzo[d]imidazol-5-amine